C(#N)C1=CC(=C(COC2=CC=CC(=N2)C2=CC(=C(CN3N(C4=CC(=CC=C4C3=O)C(=O)O)C[C@H]3OCC3)C=C2F)F)C=C1)F (S)-2-(4-(6-((4-cyano-2-fluorobenzyl)oxy)pyridin-2-yl)-2,5-difluorobenzyl)-1-((oxetan-2-yl)methyl)-3-oxo-2,3-dihydro-1H-indazole-6-carboxylic acid